OC1CN(C1)C(=O)OC(C)(C)C 2-Methylpropan-2-yl 3-hydroxyazetidine-1-carboxylate